C1(CC1)C1=NC(=NO1)C=1C=C2CC[C@H](C2=CC1)NC(=O)[C@@H]1NC(CC1)=O (R)-N-((R)-5-(5-cyclopropyl-1,2,4-oxadiazol-3-yl)-2,3-dihydro-1H-inden-1-yl)-5-oxopyrrolidine-2-carboxamide